C1(CCCCC1)N1C=NC(=C1N1C=CC=2C1=NC=CC2)C2=CC(=C(C=C2)F)F 1-cyclohexyl-4-(3,4-difluorophenyl)-1H-imidazol-5-yl-1H-pyrrolo[2,3-b]pyridine